BrC1=C(C(=C2N(C1=O)C(CN2)C(=O)OC)C2=CC(=CC=C2)C(F)(F)F)C(C2=CC=CC1=CC=CC=C21)(F)F methyl 6-bromo-7-(difluoro(naphthalen-1-yl)methyl)-5-oxo-8-(3-(trifluoromethyl)phenyl)-1,2,3,5-tetrahydroimidazo[1,2-a]pyridine-3-carboxylate